OC(C(=O)OCC)(C[N+](=O)[O-])C1=NOC(=C1)C(C)(C)O ethyl 2-hydroxy-2-(5-(2-hydroxypropan-2-yl) isoxazol-3-yl)-3-nitropropionate